(Z)-1-acetyl-2-((5-(((tetrahydro-2H-pyran-4-yl)-amino)methyl)-benzo[d]thiazol-2-yl)methylene)-indolin-3-one C(C)(=O)N1\C(\C(C2=CC=CC=C12)=O)=C/C=1SC2=C(N1)C=C(C=C2)CNC2CCOCC2